ClC1=CC=C(CN2N=C(C=CC2=O)C=2C=NC(=NC2)NC)C=C1 2-(4-chlorobenzyl)-6-(2-(methylamino)pyrimidin-5-yl)pyridazin-3(2H)-one